COCCO[C@H]1CC[C@H](CC1)NC1=NN2C(C=N1)=C(C=C2)C=2C=NC=1N(C2)C(=CN1)C N-(cis-4-(2-methoxyethoxy)cyclohexyl)-5-(3-methylimidazo[1,2-a]pyrimidin-6-yl)pyrrolo[2,1-f][1,2,4]triazin-2-amine